5-(4-(trifluoromethyl)-phenyl)oxazol-2-amine FC(C1=CC=C(C=C1)C1=CN=C(O1)N)(F)F